7-oxabicyclo(4.1.0)hept-3-ylmethyl 7-oxabicyclo(4.1.0)heptane-3-carboxylate C12CC(CCC2O1)C(=O)OCC1CC2OC2CC1